(1-methylpiperidin-4-yl)methyl (S)-2-hydroxy-2-(3-(3-(4-((((R)-2-hydroxy-2-(8-hydroxy-2-oxo-1,2-dihydroquinolin-5-yl)ethyl)amino)methyl)benzamido)propoxy)phenyl)-2-phenylacetate O[C@@](C(=O)OCC1CCN(CC1)C)(C1=CC=CC=C1)C1=CC(=CC=C1)OCCCNC(C1=CC=C(C=C1)CNC[C@@H](C1=C2C=CC(NC2=C(C=C1)O)=O)O)=O